COC1=CC=C(C=C1)OC1=CC=C(C=C1)OC Bis(4-methoxyphenyl) oxide